9,10-dihydro-9-oxa-10-phosphaphenanthren-oxide C1=CC=CC=2C3=CC=CC=C3OP(C12)=O